1-(3-{7-Chloro-2H,3H-pyrido[4,3-b][1,4]oxazin-4-yl}-1-(oxan-4-yl)-4H,6H,7H-pyrazolo[4,3-c]pyridin-5-yl)ethanone ClC1=CC=2OCCN(C2C=N1)C1=NN(C2=C1CN(CC2)C(C)=O)C2CCOCC2